(S)-2-amino-3-(4-dihydroxyboryl-2-chlorophenyl)-2-methylpropanoic acid N[C@](C(=O)O)(CC1=C(C=C(C=C1)B(O)O)Cl)C